3-fluoro-4-morpholinyl-aniline FC=1C=C(N)C=CC1N1CCOCC1